(S)-N-{1-[2-(benzo[d]isoxazol-3-yl)phenyl]-2-(pyridine-2-yl)propyl}-2-methylpropane-2-sulfinamide O1N=C(C2=C1C=CC=C2)C2=C(C=CC=C2)C(C(C)C2=NC=CC=C2)N[S@@](=O)C(C)(C)C